OC1=C(C=C(C=C1)\C=C/C(=O)O)OC (Z)-3-(4-hydroxy-3-methoxy-phenyl)prop-2-enoic acid